(N-acetyl)amine C(C)(=O)N